ONC(CCCCCCN1C(N=CC=C1)N1CCN(CC1)CCO)=O N-(7-(hydroxyamino)-7-oxoheptyl)-2-(4-(2-hydroxyethyl)piperazin-1-yl)pyrimidine